3-amino-1-methylpiperidin-2-one NC1C(N(CCC1)C)=O